N-[2-[6-(5-cyclopropyl-4H-1,2,4-triazol-3-yl)-2-azaspiro[3.3]heptane-2-carbonyl]-2-azaspiro[3.5]nonan-7-yl]-4,4-difluoro-cyclohexanesulfonamide C1(CC1)C=1NC(=NN1)C1CC2(CN(C2)C(=O)N2CC3(C2)CCC(CC3)NS(=O)(=O)C3CCC(CC3)(F)F)C1